O=C(C(=O)[C@@H](O)[C@H](O)C(=O)CO)O.NCC=1C=NC(=CC1)C(F)(F)F 3-(aminomethyl)-6-(trifluoromethyl)pyridine 2,5-didehydro-D-gluconate